(4-(4-(2-(4,4-difluoropiperidin-1-yl)oxazol-5-yl)-1H-1,2,3-triazol-1-yl)-3-(6-azaspiro[2.5]oct-6-yl)phenyl)-2-hydroxyethane-1-sulfonamide FC1(CCN(CC1)C=1OC(=CN1)C=1N=NN(C1)C1=C(C=C(C=C1)C(CO)S(=O)(=O)N)N1CCC2(CC2)CC1)F